(E)-2-methylthiazole-5-aldoxime CC=1SC(=CN1)/C=N/O